tetramethylmesitylene CCC1=C(C(=C(C(=C1C)C)C)C)C